C(C)C1=C(C(C2=C(N1CC(NC13CC(C1)(C3)C(F)(F)F)=O)OC(=N2)C2=CC(=NC=C2)OC)=O)N2CCN(CC2)C(=O)OC(C)(C)C tert-butyl 4-[5-ethyl-2-(2-methoxy-4-pyridyl)-7-oxo-4-[2-oxo-2-[[3-(trifluoromethyl)-1-bicyclo[1.1.1]pentanyl]amino]ethyl]oxazolo[5,4-b]pyridin-6-yl]piperazine-1-carboxylate